3-amino-6-bromo-N-(imidazo[1,5-a]pyridin-1-ylmethyl)-5-(trifluoromethyl)pyrazine-2-carboxamide NC=1C(=NC(=C(N1)C(F)(F)F)Br)C(=O)NCC=1N=CN2C1C=CC=C2